ClC1=CC=C(C(=N1)C(=O)O)NC(C)C=1C=C(C=C2C(N(C(=NC12)N1CCN(CC1)S(=O)(=O)C)C)=O)C 6-Chloro-3-((1-(3,6-dimethyl-2-(4-(methylsulfonyl)piperazin-1-yl)-4-oxo-3,4-dihydro-quinazolin-8-yl)ethyl)amino)picolinic acid